5-chloro-2-methyl-N-((1r,4r)-4-((3-(3-methyl-1H-pyrazolo[4,3-b]pyridin-6-yl)-2-oxo-2,3-dihydro-1H-benzo[d]imidazol-1-yl)methyl)cyclohexyl)nicotinamide ClC=1C=NC(=C(C(=O)NC2CCC(CC2)CN2C(N(C3=C2C=CC=C3)C=3C=C2C(=NC3)C(=NN2)C)=O)C1)C